2-[3-(5-chloro-2-fluoro-phenyl)-1H-pyrazol-4-yl]-7-(5,6-dihydro-4H-imidazo[1,2-c]triazol-3-yl)-1,5-naphthyridine ClC=1C=CC(=C(C1)C1=NNC=C1C1=NC2=CC(=CN=C2C=C1)C1=C2N(N=N1)CCN2)F